ClC=1C=C(CCNC(CC)C=2C=C(C=CC2)NC=2C(N(C(C2)=O)C2C(NC(CC2)=O)=O)=O)C=CC1C(F)(F)F 3-(3-((3-(1-((3-chloro-4-(trifluoromethyl)phenethyl)-amino)propyl)phenyl)amino)-2,5-dioxo-2,5-dihydro-1H-pyrrol-1-yl)piperidine-2,6-dione